(S)-N-(3-cyano-1-phenylpropyl)-7-nitro-5-(4-(trifluoromethyl)phenyl)-3,4-dihydroisoquinoline-2(1H)-carboxamide C(#N)CC[C@@H](C1=CC=CC=C1)NC(=O)N1CC2=CC(=CC(=C2CC1)C1=CC=C(C=C1)C(F)(F)F)[N+](=O)[O-]